C1(=CC=CC=C1)C1=CC2=C(N=C3N(C2=O)CCCC3)O1 2-phenyl-6,7,8,9-tetrahydro-4H-furo[2,3-d]pyrido[1,2-a]pyrimidin-4-one